(R)-8-benzyl-4-chloro-6,6a,7,8,9,10-hexahydro-5H-pyrazino[1,2-a][1,8]naphthyridine C(C1=CC=CC=C1)N1C[C@@H]2N(C=3N=CC=C(C3CC2)Cl)CC1